8-Fluoro-N-methyl-7-(2-methyl-2H-1,2,3-triazol-4-yl)-N-(2,2,6,6-tetramethylpiperidin-4-yl)-5H-isochromeno[3,4-d]thiazol-2-amine FC1=CC2=C(C=C1C1=NN(N=C1)C)COC=1N=C(SC12)N(C1CC(NC(C1)(C)C)(C)C)C